NC1=NC=CC=C1C1=CC(=NO1)CC=1C=CC(=NC1)OC(C#N)C ((5-((5-(2-aminopyridin-3-yl)isoxazol-3-yl)methyl)pyridin-2-yl)oxy)propionitrile